(2R,4R)-6-chloro-N-{3-[4-(4-chloro-2,6-difluorophenyl)-1H-imidazol-1-yl]bicyclo[1.1.1]pentan-1-yl}-4-hydroxy-3,4-dihydro-2H-1-benzopyran-2-carboxamide ClC=1C=CC2=C([C@@H](C[C@@H](O2)C(=O)NC23CC(C2)(C3)N3C=NC(=C3)C3=C(C=C(C=C3F)Cl)F)O)C1